N1(C=NC=C1)CCCNC1=C(C=C(C=C1)C1=NNC(OC1)=O)C(F)(F)F 5-[4-{[3-(1H-imidazol-1-yl)propyl]amino}-3-(trifluoromethyl)phenyl]-3,6-dihydro-2H-1,3,4-oxadiazin-2-one